C(C)OC(=O)C=1C=C2C(C=CNC2=CC1Br)=O 7-bromo-4-oxo-1,4-dihydroquinoline-6-carboxylic acid ethyl ester